C(C)NS(=O)(=O)CCN1C2=NC=NC(=C2N=C1SC1=CC2=C(CCO2)C=C1I)N 2-[6-Amino-8-(5-iodo-2,3-dihydro-benzofuran-6-ylsulfanyl)-purin-9-yl]-ethanesulfonic acid ethylamide